2-amino-N-(2-aminoethoxy)-N-propyl-8-(pyrrolidine-1-carbonyl)-3H-benzo[b]azepine-4-carboxamide NC=1CC(=CC2=C(N1)C=C(C=C2)C(=O)N2CCCC2)C(=O)N(CCC)OCCN